C1(CC1)COCC1CCC2=CCCN12 3-((cyclopropylmethoxy)methyl)tetrahydro-1H-pyrrolizin